NC1=NC2=CC=CN=C2C(=C1)N[C@H](CO)CCCC (S)-2-((2-amino-1,5-naphthyridin-4-yl)amino)hexan-1-ol